N-(3-(5-(((2S,4S)-1-acryloyloxy-4-cyanopyrrolidin-2-yl)methoxy)-6-aminopyrimidin-4-yl)-5-fluoro-2-methylphenyl)-4-cyclopropyl-2-fluorobenzamide C(C=C)(=O)ON1[C@@H](C[C@@H](C1)C#N)COC=1C(=NC=NC1N)C=1C(=C(C=C(C1)F)NC(C1=C(C=C(C=C1)C1CC1)F)=O)C